2-fluoro-5-((6-fluoro-4-(5-hydroxypent-1-yn-1-yl)-1-tosyl-1H-indol-5-yl)oxy)-benzonitrile FC1=C(C#N)C=C(C=C1)OC=1C(=C2C=CN(C2=CC1F)S(=O)(=O)C1=CC=C(C)C=C1)C#CCCCO